OC1(CC(C1)C(=O)N1CC2(C1)CCC(CC2)OC2=CC(=CC=C2)OC(F)(F)F)C ((1s,3s)-3-Hydroxy-3-methylcyclobutyl)(7-(3-(trifluoromethoxy)phenoxy)-2-azaspiro[3.5]nonan-2-yl)methanon